C(C)(=O)N1CC2(C1)CC(C2)NC2=NC=C1C(=CN(C(C1=C2)=O)C[C@@H](CN2CC1=CC=CC=C1CC2)O)C (R)-7-((2-acetyl-2-azaspiro[3.3]hept-6-yl)amino)-2-(3-(3,4-dihydroisoquinolin-2(1H)-yl)-2-hydroxypropyl)-4-methyl-2,6-naphthyridin-1(2H)-one